C(C)(C)(C)OC(=O)N1CCC(CC1)C1=NC=C(C=C1C)Cl 4-(5-chloro-3-methyl-2-pyridinyl)piperidine-1-carboxylic acid tert-butyl ester